4-((3-cyclopropyl-2-(N-methyl-methanesulfonamido)-phenyl)amino)-6-(6-fluoro-pyridin-2-yl)-N-methoxynicotinamide C1(CC1)C=1C(=C(C=CC1)NC1=CC(=NC=C1C(=O)NOC)C1=NC(=CC=C1)F)N(S(=O)(=O)C)C